N-(2-methyl-2-propen-1-yl)-2,4,8,10,12-tetradecapentaenamide CC(CNC(C=CC=CCCC=CC=CC=CC)=O)=C